CO[Si](C(C(C(C(C(C(C(CCC(F)(F)F)(F)F)(F)F)(F)F)(F)F)(F)F)(F)F)(F)F)(OC)OC trimethoxyheptadecafluorodecylsilane